Cl.CC=1N=CSC1C1=CC=C(C=C1)[C@H](C)N1C(CCC1)C(=O)N (1S)-1-[4-(4-methyl-1,3-thiazol-5-yl)phenyl]eth-ylpyrrolidine-2-carboxamide hydrochloride